dimethyl 2-methylglutarate CC(C(=O)OC)CCC(=O)OC